3-amino-5-methyl-4H-benzo[e][1,2,4]thiadiazine 1,1-dioxide NC1=NS(C2=C(N1)C(=CC=C2)C)(=O)=O